nonadecyl 4-bromovalerate BrC(CCC(=O)OCCCCCCCCCCCCCCCCCCC)C